Cl.Cl.Cl.CN(CCC)C N,N-dimethylpropan-1-amine trihydrochloride